CC=1C=C(C=NC1C)N1C(N([C@H](C1)C#N)C1=CN=CC2=CC=CC=C12)=O |r| Racemic-1-(5,6-dimethylpyridin-3-yl)-3-(isoquinolin-4-yl)-2-oxoimidazolidine-4-carbonitrile